N-((3-fluoropyridin-2-yl)methyl)-2-(2-((2-(5-(5,6,7,8-tetrahydronaphthalen-1-yl)-1H-benzo[d]imidazol-2-yl)ethyl)amino)ethyl)oxazole-4-carboxamide FC=1C(=NC=CC1)CNC(=O)C=1N=C(OC1)CCNCCC1=NC2=C(N1)C=CC(=C2)C2=CC=CC=1CCCCC21